(S)-N-((R)-1-(2-(bis(4-methoxybenzyl)amino)pyridin-3-yl)-4,4,4-trifluorobutyl)-2-methylpropane-2-sulfinamide COC1=CC=C(CN(C2=NC=CC=C2[C@@H](CCC(F)(F)F)N[S@@](=O)C(C)(C)C)CC2=CC=C(C=C2)OC)C=C1